7-benzyl-4-chloro-2-methylsulfanyl-6,8-dihydro-5H-pyrido[3,4-d]pyrimidine C(C1=CC=CC=C1)N1CC=2N=C(N=C(C2CC1)Cl)SC